2H-anthraquinone C1CC=CC=2C(C3=CC=CC=C3C(C12)=O)=O